4-((2-isopropyl-5-methyl-4,5-dihydro-2H-pyrazolo[4,3-c]quinolin-6-yl)amino)-N-(methyl-d3)nicotinamide C(C)(C)N1N=C2C(CN(C=3C(=CC=CC23)NC2=CC=NC=C2C(=O)NC([2H])([2H])[2H])C)=C1